3-{4-[(5-chloro-2-methylphenyl)sulfamoyl]phenyl}-1-(pyridin-3-ylmethyl)urea ClC=1C=CC(=C(C1)NS(=O)(=O)C1=CC=C(C=C1)NC(NCC=1C=NC=CC1)=O)C